N-((2-(2,6-dioxopiperidin-3-yl)-1-oxoisoindolin-4-yl)methyl)-2-oxo-2-(4-(trifluoromethyl)phenyl)acetamide O=C1NC(CCC1N1C(C2=CC=CC(=C2C1)CNC(C(C1=CC=C(C=C1)C(F)(F)F)=O)=O)=O)=O